FC(C=1C=C(C=CC1F)C=1C=C2C(=NC1)C=NN2C[C@H]2C(N(CC2)C)=O)F (S)-3-[[6-[3-(Difluoromethyl)-4-fluoro-phenyl]pyrazolo[4,3-b]pyridin-1-yl]methyl]-1-methyl-pyrrolidin-2-one